O1CCOC12CC=C(CC2)C2=CC(=C(C(=O)OC)C=C2)N2N=CC1=NC3=C(C=C12)C=CN3COCC[Si](C)(C)C methyl 4-(1,4-dioxaspiro[4.5]dec-7-en-8-yl)-2-(5-((2-(trimethylsilyl)ethoxy)methyl)pyrazolo[4,3-b]pyrrolo[3,2-e]pyridin-1(5H)-yl)benzoate